3,3-dimethyl-1,4-oxazepane-4-carboxylate CC1(COCCCN1C(=O)[O-])C